OC=1C=C(C=CC1)NC(CC1=CC2=C(OCC(N2)=C=O)C=C1)=O N-(3-hydroxyphenyl)-2-(3-carbonyl-3,4-dihydro-2H-benzo[b][1,4]oxazin-6-yl)acetamide